5-fluoro-2-((3-fluorophenyl)amino)benzoic acid FC=1C=CC(=C(C(=O)O)C1)NC1=CC(=CC=C1)F